(4-aminobenzyl)quinazolinone NC1=CC=C(CC2=NC(NC3=CC=CC=C23)=O)C=C1